Dicyclopentenyl-oxyethylcrotonat C1(=CCCC1)OC(COC(\C=C\C)=O)OC1=CCCC1